ClC1=CC(=C(COC2=CC=CC(=N2)C2=CC(=C(OC3=NC4=C(N3C[C@H]3OCC3)C=C(C=C4)C(=O)OC)C=C2)F)C=C1)F methyl (S)-2-(4-(6-((4-chloro-2-fluorobenzyl)oxy)pyridin-2-yl)-2-fluorophenoxy)-1-(oxetan-2-ylmethyl)-1H-benzo[d]imidazole-6-carboxylate